bromo(tripyrrolidin-1-yl)phosphine hexafluorophosphate F[P-](F)(F)(F)(F)F.BrP(N1CCCC1)(N1CCCC1)N1CCCC1